8-(4-(4-(2-(2-(2,6-dioxopiperidin-3-yl)-1-oxoisoindolin-4-yl)ethyl)piperazin-1-yl)piperidin-1-yl)-9-ethyl-6,6-dimethyl-11-oxo-6,11-dihydro-5H-benzo[b]carbazole-3-carbonitrile O=C1NC(CCC1N1C(C2=CC=CC(=C2C1)CCN1CCN(CC1)C1CCN(CC1)C=1C(=CC2=C(C(C=3NC4=CC(=CC=C4C3C2=O)C#N)(C)C)C1)CC)=O)=O